CC=1SC(=C(N1)C)C=1C=C2C(=NC1)CNC2=O 3-(2,4-dimethylthiazol-5-yl)-6,7-dihydro-5H-pyrrolo[3,4-b]pyridin-5-one